tert-Butyl 4-(2-benzyloxycarbonyl-1H-pyrrol-3-yl)piperidine-1-carboxylate tert-Butyl-4-ethynylpiperidine-1-carboxylate C(C)(C)(C)OC(=O)N1CCC(CC1)C#C.C(C1=CC=CC=C1)OC(=O)C=1NC=CC1C1CCN(CC1)C(=O)OC(C)(C)C